NC1=C(C=C(C=C1)C1=CC=C(C=C1)F)NC(C1=CC=C(C=C1)S(=O)(=N)C=1C=NC=C(C1)F)=O N-[2-amino-5-(4-fluorophenyl)phenyl]-4-[(5-fluoro-3-pyridyl)sulfonimidoyl]benzamide